(5,7-difluoro-1H-indol-3-yl)-N1-methyl-5-(trifluoromethyl)-1H-benzo[d]imidazol-1,2-diamine FC=1C=C2C(=CNC2=C(C1)F)C1=C(C=CC=2N(C(=NC21)N)NC)C(F)(F)F